6-(4-((2S,6R)-4-acryloyl-6-(methoxymethyl)morpholin-2-yl)-6-chloropyridin-2-yl)-N-methylpyrimidine-4-carboxamide C(C=C)(=O)N1C[C@@H](O[C@H](C1)COC)C1=CC(=NC(=C1)Cl)C1=CC(=NC=N1)C(=O)NC